BrC1=CC=C(C=C1)C(C(F)(F)F)O 1-(4-bromophenyl)-2,2,2-trifluoroethanol